chloro-phenylresorcinol diphosphate OP(O)(=O)OP(=O)(O)O.ClC1=C(C(=C(O)C=C1)C1=CC=CC=C1)O